N1-(11H-indolo[3,2-c]quinolin-6-yl)-N2,N2-dimethylethane-1,2-diamine C1=C2C3=C(C(=NC2=CC=C1)NCCN(C)C)C1=CC=CC=C1N3